N-(4-methoxybenzyl)methane-d3-amine COC1=CC=C(CNC([2H])([2H])[2H])C=C1